FC=1C=C2C(NN=C(C2=CC1F)C(C)N(C(=O)C=1NC2=CC(=CC(=C2C1)F)F)C)=O N-(1-(6,7-difluoro-4-oxo-3,4-dihydrophthalazin-1-yl)ethyl)-4,6-difluoro-N-methyl-1H-indole-2-carboxamide